4-ethylcarbonylthiotetrahydrothiophene-1,1-dioxide C(C)C(=O)SC1CCS(C1)(=O)=O